S1C(=NC2=C1C=C1CCCC1=C2)S 6,7-Dihydro-5H-indeno[5,6-d]thiazole-2-thiol